C(C(=O)O)(=O)O.COC=1C=C(C=CC1)N1CCN(CC1)CCCCC(=O)N1C2=C(CCC3=C1C=CC=C3)C=CC=C2 5-[4-(3-methoxyphenyl)piperazin-1-yl]-1-[10,11-dihydro-5H-dibenzo[b,f]azepin-5-yl]pentan-1-one oxalate